CC1=CC=C(C=C1)S(=O)(=O)OCCOCCOCCOCCOCCN1CCN(CC1)C(C1=CC(=C(C=C1)NC1=NC=C(C(=N1)NC)Cl)OC)=O 14-(4-(4-((5-Chloro-4-(methylamino) pyrimidin-2-yl) amino)-3-methoxybenzoyl) piperazin-1-yl)-3,6,9,12-tetraoxatetradecyl 4-methylbenzenesulfonate